((1H-indazol-5-yl)ethynyl)-N-((tetrahydrofuran-2-yl)methyl)-[2,4'-bipyrimidin]-2'-amine N1N=CC2=CC(=CC=C12)C#CC1=NC(=NC=C1)C1=NC(=NC=C1)NCC1OCCC1